1-ethyl-3-((S)-1,1,1,5,5-pentafluoropentan-2-yl)-1-((S)-2,2,2-trifluoro-1-(5-methoxy-4-(8-methoxy-2-methylimidazo[1,2-a]pyrazin-6-yl)pyridin-2-yl)ethyl)urea C(C)N(C(=O)N[C@H](C(F)(F)F)CCC(F)F)[C@H](C(F)(F)F)C1=NC=C(C(=C1)C=1N=C(C=2N(C1)C=C(N2)C)OC)OC